3-(4-(1-methyl-1H-imidazol-2-yl)-2,5-dioxoimidazolin-4-yl)propionic acid CN1C(=NC=C1)C1(NC(NC1=O)=O)CCC(=O)O